5-(Acryloyloxy)-pentyl methacrylat C(C(=C)C)(=O)OCCCCCOC(C=C)=O